(S)-3-(4-bromophenyl)-2-((R)-1-(tert-butoxycarbonyl)pyrrolidin-3-yl)propanoic acid BrC1=CC=C(C=C1)C[C@H](C(=O)O)[C@@H]1CN(CC1)C(=O)OC(C)(C)C